C(C=C)N(CC)C[Si](OCC)(OCC)OCC allyl(triethoxysilylmethyl)(ethyl)amine